2-chloro-2'-iodobiphenyl ClC1=C(C=CC=C1)C1=C(C=CC=C1)I